(4-iodophenyl)-4-[2-oxo-4-(pyridin-3-yl)-2,3-dihydro-1H-1,3-benzodiazol-1-yl]piperidine-1-carboxamide IC1=CC=C(C=C1)C1N(CCC(C1)N1C(NC2=C1C=CC=C2C=2C=NC=CC2)=O)C(=O)N